ClC1=NC=C(C(=N1)NCC1=C(C=C(C=C1)F)C)C(=O)N 2-chloro-4-[(2-methyl-4-fluorobenzyl)amino]pyrimidin-5-carboxamide